FC=1C=C(CNC(=O)C=2N(C(C3=CC(=CC=C3C2C)C(F)(F)F)=O)C)C=CC1 N-(3-fluorobenzyl)-2,4-dimethyl-1-oxo-7-(trifluoromethyl)-1,2-dihydroisoquinoline-3-carboxamide